6-(3-ethylsulfonyl-7-iodo-imidazo[1,2-a]pyridin-2-yl)-2,2-difluoro-5H-[1,3]dioxolo[4,5-f]isoindol-7-one C(C)S(=O)(=O)C1=C(N=C2N1C=CC(=C2)I)N2CC=1C=C3C(=CC1C2=O)OC(O3)(F)F